OC1=C(C(=C(C=C1C(=O)O)C(=O)O)C(=O)O)C(=O)O 4-hydroxy-benzene-1,2,3,5-tetracarboxylic acid